amino-1-methylpyrazole NC1=NN(C=C1)C